COC1CC(C1)NC(=O)C=1C=NN2C1N=C(C=C2NC)NC=2C(N(C=CC2)C)=O N-(3-methoxycyclobutyl)-5-((1-methyl-2-oxo-1,2-dihydropyridin-3-yl)amino)-7-(methylamino)pyrazolo[1,5-a]pyrimidine-3-carboxamide